NC([C@H](CCC(=O)OC(C)(C)C)N1C(C2=CC=C(C=C2C1)C1=NC(=CC(=C1C#N)C(F)F)N)=O)=O Tert-butyl (S)-5-amino-4-(5-(6-amino-3-cyano-4-(difluoromethyl)pyridin-2-yl)-1-oxoisoindolin-2-yl)-5-oxopentanoate